(2Z,3Z)-Benzofuran-2,3-dion O1C(C(C2=C1C=CC=C2)=O)=O